CC1(O[C@H]2[C@@H](O1)C(C[C@@H]2C=2C=C(C=C(C2)Br)NC(C)=O)=O)C N-{3-[(3aR,4R,6aR)-2,2-dimethyl-6-oxo-tetrahydrocyclopenta[d][1,3]dioxol-4-yl]-5-bromophenyl}acetamide